FC(C(C(=O)[O-])=C(C(C(N(F)F)(F)F)(F)F)C(=O)SC(C(F)(F)F)(F)F)(C(C(C(C(C(C(F)(F)F)(F)F)(F)F)(F)F)(F)F)(F)F)F perfluorohexylethyl-thio-carbonyl-aminoethyl-methacrylate